(S)-(-)-5,5',6,6'-tetramethyl-3,3'-di-tert-butyl-1,1'-biphenyl-2,2'-diol CC1=CC(=C(C(=C1C)C2=C(C(=CC(=C2O)C(C)(C)C)C)C)O)C(C)(C)C